tert-butyl (4'-(2,3,9-trimethyl-6-(trifluoromethyl)-6H-thieno[3,2-f][1,2,4]triazolo[4,3-a][1,4]diazepin-4-yl)-[1,1'-biphenyl]-3-yl)carbamate CC1=C(C=2C(=NC(C=3N(C2S1)C(=NN3)C)C(F)(F)F)C3=CC=C(C=C3)C3=CC(=CC=C3)NC(OC(C)(C)C)=O)C